α-methyl-leucine propyl-alpha-hydroxyarachidonate C(CC)C(C(=O)O)(CC\C=C/C\C=C/C\C=C/C\C=C/CCCCC)O.C[C@](N)(CC(C)C)C(=O)O